glycidoxybutyl-tripropoxysilane C(C1CO1)OCCCC[Si](OCCC)(OCCC)OCCC